FC1(CC(CCC1)NC=1C2=C(N=C(N1)NC1=C(C=C(C=C1)C1=NN=CN1C)OC)NC=C2C#N)F 4-((3,3-difluorocyclohexyl)amino)-2-((2-methoxy-4-(4-methyl-4H-1,2,4-triazol-3-yl)phenyl)amino)-7H-pyrrolo[2,3-d]pyrimidine-5-carbonitrile